ClC1=CC=C(C=C1)C1=NN(C(C1)C1=CC(=C(C=C1)O)OC)C(CCC(=O)O)=O 4-(3-(4-Chlorophenyl)-5-(4-hydroxy-3-methoxyphenyl)-4,5-dihydro-1H-pyrazol-1-yl)-4-oxobutanoic acid